tert-butyl 4-((6-((5-(difluoromethoxy)-1H-pyrazol-3-yl)amino)pyrazin-2-yl)oxy)-3-methylazepane-1-carboxylate FC(OC1=CC(=NN1)NC1=CN=CC(=N1)OC1C(CN(CCC1)C(=O)OC(C)(C)C)C)F